C(C)N1C(=C(C2=CC=CC=C12)C1OC(=O)C2=NC=CC=C12)C 3-(1-ethyl-2-methylindol-3-yl)-7-azaphthalide